tert-Butyl (2-methyl-4-oxo-4,5,6,7-tetrahydropyrazolo[1,5-a]pyrazin-3-yl)carbamate CC1=NN2C(C(NCC2)=O)=C1NC(OC(C)(C)C)=O